ClC1=C(C=CC=C1)C1=C(C=CC(=C1)C(C)O)S(=O)(=O)N1CCC(CC1)(C(=O)N[C@H](C)\C=C\C(=O)N1CC(C1)(F)F)F 1-((2'-chloro-5-(1-hydroxyethyl)-[1,1'-biphenyl]-2-yl)sulfonyl)-N-((R,E)-5-(3,3-difluoroazetidin-1-yl)-5-oxopent-3-en-2-yl)-4-fluoropiperidine-4-carboxamide